8-(4,4-Dimethylcyclohexyl)-9-(4-((1-(3-fluoropropyl)azetidin-3-yl)methyl)phenyl)-6,7-dihydro-5H-benzo[7]annulen CC1(CCC(CC1)C=1CCCC2=C(C1C1=CC=C(C=C1)CC1CN(C1)CCCF)C=CC=C2)C